bisisopropyl (4-(2-((tert-butyldimethylsilyl)oxy)ethyl)phenyl)boronate [Si](C)(C)(C(C)(C)C)OCCC1=CC=C(C=C1)B(OC(C)C)OC(C)C